ethyl 2-((2-aminoethyl) (benzyl)amino)-3-cyclohexylpropanoate hydrochloride Cl.NCCN(C(C(=O)OCC)CC1CCCCC1)CC1=CC=CC=C1